3-((1r,3R)-3-(hydroxymethyl)cyclobutoxy)isoxazol OCC1CC(C1)OC1=NOC=C1